N-(2-cyanobenzo[d]thiazol-6-yl)-N-(3-hydroxypropyl)-2-((4-nitrophenyl)carbamothioyl)hydrazine-1-carboxamide C(#N)C=1SC2=C(N1)C=CC(=C2)N(C(=O)NNC(NC2=CC=C(C=C2)[N+](=O)[O-])=S)CCCO